C(C)(C)(C)OC(=O)N([C@@H](CC(C)C)C(=O)N1[C@H](CN(CC1)C1CC1)C(=O)O)C (R)-1-(N-(tert-Butoxycarbonyl)-N-methyl-L-leucyl)-4-cyclopropylpiperazine-2-carboxylic acid